C(C)(=O)OCCC1=C2N(C=N1)C[C@@H](C2)F 2-[(6R)-6-fluoro-6,7-dihydro-5H-pyrrolo[1,2-c]Imidazol-1-yl]Ethyl acetate